ammonium tetraboric acid B(O)(O)O.B(O)(O)O.B(O)(O)O.B(O)(O)O.[NH4+]